C(C1=CC=CC=C1)(=O)N(\C(=N/[H])\SC)C=1C(=NC(=CC1C=O)Cl)Cl methyl (E)-N-benzoyl-N-(2,6-dichloro-4-formylpyridin-3-yl)carbamimidothioate